ClC=1C(=C(C#N)C=C(C1)C(=O)C1=C(N(C2=CN=CC=C21)C)CC)O 3-chloro-5-(2-ethyl-1-methyl-1H-pyrrolo[2,3-c]pyridine-3-carbonyl)-2-hydroxybenzonitrile